NC(=O)C1CCN(CC1)CC=O [4-(aminocarbonyl)piperidin-1-yl]acetaldehyde